Cl.C(C)N1C(N(C(C12CCNCC2)=O)C=2C=NC(=CC2)C(F)(F)F)=O 1-ethyl-3-(6-(trifluoromethyl)pyridin-3-yl)-1,3,8-triazaspiro[4.5]decane-2,4-dione hydrochloride